N=1NN=NC1CC1CCC(CC1)C1=CC=C(C=C1)C1=CC=C(N=N1)NC=1C=NC(=CC1)C(F)(F)F (6-{4-[4-(2H-Tetrazol-5-ylmethyl)-cyclohexyl]-phenyl}-pyridazin-3-yl)-(6-trifluoromethyl-pyridin-3-yl)-amine